3-((1H-pyrrolo[2,3-b]pyridin-4-yl)oxy)-4-methyl-N-(3-(trifluoromethyl)phenyl)benzamide N1C=CC=2C1=NC=CC2OC=2C=C(C(=O)NC1=CC(=CC=C1)C(F)(F)F)C=CC2C